Tetrahydro-bipyridine N1C(CCC=C1)C1=NC=CC=C1